C1(CC1)N1C(C(=CC=C1)NC(=O)C1=CC2=CN(N=C2C=C1OC(C)C)C1CCC(CC1)C=O)=O N-(1-cyclopropyl-2-oxo-3-pyridinyl)-2-(4-formylcyclohexyl)-6-isopropoxy-indazole-5-carboxamide